S(OC1=CC=C(C=C1)OCC1=C(C=C(C=C1F)C1=CC=NN1C)F)(=O)(=O)F 4-((2,6-difluoro-4-(1-methyl-1H-pyrazol-5-yl)benzyl)oxy)phenyl sulfurofluoridate